ammonium hydrogen phosphate, lithium salt [Li+].P(=O)(O)([O-])[O-].[NH4+]